C(=O)OC1CCC1 Cyclobutanol formate